FC1=C(C=CC=C1)OC(=O)N1CC(CC1)F 2-fluorophenyl-3-fluoropyrrolidine-1-carboxylate